tert-butyl 4-fluoro-4-[[4-[6-[6-fluoro-5-(1-methylcyclopropoxy)-2-(2-trimethylsilylethoxymethyl)indazol-3-yl]pyrimidin-4-yl]piperazin-1-yl]methyl]piperidine-1-carboxylate FC1(CCN(CC1)C(=O)OC(C)(C)C)CN1CCN(CC1)C1=NC=NC(=C1)C=1N(N=C2C=C(C(=CC12)OC1(CC1)C)F)COCC[Si](C)(C)C